2-((4-amino-3-(trifluoromethyl)benzyl)thio)-N-(3,6-dichloro-9H-xanthen-9-yl)-6-oxo-1,6-dihydropyrimidine-5-carboxamide NC1=C(C=C(CSC=2NC(C(=CN2)C(=O)NC2C3=CC=C(C=C3OC=3C=C(C=CC23)Cl)Cl)=O)C=C1)C(F)(F)F